tert-butyl (1r,4r)-5-((1-(3-(2,6-bis(benzyloxy) pyridin-3-yl)-1-methyl-1H-indazol-7-yl) piperidin-4-yl) methyl)-2,5-diazabicyclo[2.2.1]heptane-2-carboxylate C(C1=CC=CC=C1)OC1=NC(=CC=C1C1=NN(C2=C(C=CC=C12)N1CCC(CC1)CN1[C@H]2CN([C@@H](C1)C2)C(=O)OC(C)(C)C)C)OCC2=CC=CC=C2